N-(3,5-difluoro-4-((3-iodo-1-((2-(Trimethylsilyl)ethoxy)methyl)-1H-pyrrolo[2,3-b]pyridin-4-yl)oxy)phenyl)-2,6-dioxa-8-Azaspiro[3.5]non-7-en-7-amine FC=1C=C(C=C(C1OC1=C2C(=NC=C1)N(C=C2I)COCC[Si](C)(C)C)F)NC=2OCC1(COC1)CN2